N1CC(C1)N1N=CC(=C1)C=1C(=C(C=CC1)C1=C2C=C(N=CC2=C(N=C1)NC)NC(=O)C1CC1)OC N-(5-(3-(1-(azetidin-3-yl)-1H-pyrazol-4-yl)-2-methoxyphenyl)-8-(methylamino)-2,7-naphthyridin-3-yl)cyclopropanecarboxamide